OB1OC2=C(C[C@@H]1NC(C(NC(=O)[C@H]1CNCCC1)C1=CC=C(C=C1)P(=O)(O)O)=O)C=CC=C2C(=O)O (3R)-2-hydroxy-3-(2-(4-phosphonophenyl)-2-((R)-piperidine-3-carboxamido)acetamido)-3,4-dihydro-2H-benzo[e][1,2]oxaborinine-8-carboxylic acid